CC=1C=C2CC(N(C2=CC1)C(C(=O)N)C)=O (+)-2-(5-methyl-2-oxo-2,3-dihydro-1H-indol-1-yl)propanamide